N-((1r,4r)-4-(1H-1,2,4-triazol-3-yl)cyclohexyl)-6-(6-fluoro-4-methylpyridin-3-yl)-4-(isopropylamino)pyrrolo[1,2-b]pyridazine-3-carboxamide N1N=C(N=C1)C1CCC(CC1)NC(=O)C1=C(C=2N(N=C1)C=C(C2)C=2C=NC(=CC2C)F)NC(C)C